FC(C(=O)N1CC2=C(N=NC(=C2)C2=CC=C(C=C2)C(F)(F)F)CC1)=C 2-fluoro-1-(3-(4-(trifluoromethyl)phenyl)-7,8-dihydropyrido[4,3-c]pyridazin-6(5H)-yl)prop-2-en-1-one